CN1N=CC=2C(=CC=CC12)B(O)O 1-methylindazol-4-boronic acid